phenethyl acrylate benzyl-acrylate C(C1=CC=CC=C1)OC(C=C)=O.C(C=C)(=O)OCCC1=CC=CC=C1